The molecule is an aminotetrasaccharide that is 2-acetamido-alpha-D-glucopyranose in which the hydroxy groups at positions 3 and 4 have been glycosylated by alpha-L-fucopyranosyl and 2-acetamido-4-O-alpha-D-mannopyranosyl-beta-D-glucopyranosyl groups, respectively. It is an amino sugar, an amino tetrasaccharide and a member of acetamides. C[C@H]1[C@H]([C@H]([C@@H]([C@@H](O1)O[C@@H]2[C@H]([C@H](O[C@@H]([C@H]2O[C@H]3[C@@H]([C@H]([C@@H]([C@H](O3)CO)O[C@@H]4[C@H]([C@H]([C@@H]([C@H](O4)CO)O)O)O)O)NC(=O)C)CO)O)NC(=O)C)O)O)O